ClC=1N=CC2=C(N1)N1C(=C(C2=O)C(=O)OCC)NC2=C1C=CC=C2 ethyl 2-chloro-5-oxo-5,7-dihydrobenzo[4',5']imidazo[1',2':1,6]pyrido[2,3-d]pyrimidine-6-carboxylate